COC(C1=C(C=C(C=C1)C1=NC(=CN=C1)C=1SC=C(C1)N)OC)=O 2-methoxy-4-(6-(4-aminothiophene-2-yl)pyrazin-2-yl)benzoic acid methyl ester